ClC1=C(N=C2N1N=C(C=C2)OC2=NC=CN=C2OCC(F)(F)F)C(=O)NC2(CCS(CC2)(=O)=O)C 3-chloro-N-(4-methyl-1,1-dioxo-thian-4-yl)-6-[3-(2,2,2-trifluoroethoxy)pyrazin-2-yl]oxy-imidazo[1,2-b]pyridazine-2-carboxamide